Cl.Cl.NC1=CC=C(C(=N1)C)CNC([C@H](C)NC(=O)[C@@H]1NC[C@H](C1)CC1=CC=CC=C1)=O (2R,4S)-N-((S)-1-(((6-amino-2-methylpyridin-3-yl)methyl)amino)-1-oxopropan-2-yl)-4-benzylpyrrolidine-2-carboxamide dihydrochloride